O=C([C@H](O)[C@@H](O)[C@H](O)[C@H](O)CO)[O-] gluconat